[4-(5-bromo-6-fluoro-1-methyl-indol-2-yl)cyclohexyl]methoxy-tert-butyl-dimethyl-silane BrC=1C=C2C=C(N(C2=CC1F)C)C1CCC(CC1)CO[Si](C)(C)C(C)(C)C